C(C)(=O)C1=CN(C2=CC=C(C=C12)NC(C1=CC(=CC=C1)N)=O)CC(=O)N(C1CC1)CC(=O)NCC1=C(C(=CC=C1)Cl)F N-(3-acetyl-1-(2-((2-((3-chloro-2-fluorobenzyl)amino)-2-oxoethyl)(cyclopropyl)amino)-2-oxoethyl)-1H-indol-5-yl)-3-aminobenzamide